ethyl 2-(5-bromopyrazin-2-yl)-2-[(diphenylmethylidene)amino]acetate BrC=1N=CC(=NC1)C(C(=O)OCC)N=C(C1=CC=CC=C1)C1=CC=CC=C1